C(C)(C)(C)[S@@](=O)\N=C\1/C2=NC=CC=C2CC12CCN(CC2)C(=O)OC(C)(C)C tert-butyl (R,Z)-7-((tert-butylsulfinyl)imino)-5,7-dihydrospiro[cyclopenta[b]pyridine-6,4'-piperidine]-1'-carboxylate